C(CCCCCCCCC=CC)[Si](OC)(OC)OC 10-Dodecenyltrimethoxysilane